indolopyrrolidine N1CCC2=C1C=1C=CC=CC1N2